Cl.N[C@@H](C)C(=O)N[C@H](CC1=CN(C2=CC=CC=C12)C)C(=O)O Nα-(L-alanyl)-1-methyl-D-tryptophan hydrochloride